O=C(CNC(=O)[C@@H]1NCCC1)NC=1SC2=C(N1)C=CC(=C2)OC(F)(F)F (R)-N-(2-oxo-2-((6-(trifluoromethoxy)benzo[d]thiazol-2-yl)amino)ethyl)pyrrolidine-2-carboxamide